C(CCCCCC)OC=1C2=CC=CC=C2C(=C2C=CC=CC12)OCCCCCCC 9,10-bis(n-heptanyloxy)anthracene